C(C)C1(COC(OC1)(C)C)COCC(CCCCCCCC)CCCCCC 5-ethyl-5-(((2-hexyldecyl)oxy)methyl)-2,2-dimethyl-1,3-dioxane